[2-amino-4-(methoxycarbonyl)phenyl]methanesulfonic acid NC1=C(C=CC(=C1)C(=O)OC)CS(=O)(=O)O